Tetracarboxytetraphenyl ethylene methyl 2-amino-6-((4-methoxybenzyl) amino)-3-nitrobenzoate NC1=C(C(=O)OC)C(=CC=C1[N+](=O)[O-])NCC1=CC=C(C=C1)OC.C(=O)(O)C=1C(=C(C(=C(C1)C(=C(C1=CC=CC=C1)C1=CC=CC=C1)C1=CC=CC=C1)C(=O)O)C(=O)O)C(=O)O